3-(aminomethyl)-N-((6,7-difluoro-9H-carbazol-2-yl)methyl)benzamide hydrochloride Cl.NCC=1C=C(C(=O)NCC2=CC=3NC4=CC(=C(C=C4C3C=C2)F)F)C=CC1